[N+](=O)([O-])C(CC1=CC(=CO1)C(=O)N1CCN(CC1)C1=NC=C(C=N1)C(F)(F)F)C (5-(2-nitropropyl)furan-3-yl)(4-(5-(trifluoromethyl)pyrimidin-2-yl)piperazin-1-yl)methanone